C(C)N1C(C=CC(=C1C1=CC=C(C=C1)OC)N1N=CC(=C1)C)=O 1-ethyl-6-(4-methoxyphenyl)-5-(4-methyl-1H-pyrazol-1-yl)pyridine-2(1H)-one